(2S)-3-methyl-2-(6-oxo-2,7-diazaspiro[4.5]decan-7-yl)butanoic acid CC([C@@H](C(=O)O)N1C(C2(CCNC2)CCC1)=O)C